(R)-(6,7-dichloro-1,9-dimethyl-1,3,4,5-tetrahydro-2H-pyrido[4,3-b]indol-2-yl)(5-methoxypyrimidin-2-yl)methanone ClC1=C(C=C(C=2C3=C(NC12)CCN([C@@H]3C)C(=O)C3=NC=C(C=N3)OC)C)Cl